P(=O)([O-])([O-])[O-].[Mg+2].[Mg+2].[Mg+2].P(=O)([O-])([O-])[O-] Trimagnesium orthophosphat